4-(Pyridin-3-yloxy)benzene-1,2-diamine N1=CC(=CC=C1)OC=1C=C(C(=CC1)N)N